COC1=C(CC(N)C)C=CC(=C1)OC 2,4-dimethoxyamphetamine